ClC1=C(C(=CC=C1F)Cl)C(C)OC=1C=C(C=CC1)C1=NC=C(C=N1)NC(=O)NC1CNCCC1 1-(2-(3-(1-(2,6-dichloro-3-fluorophenyl)ethoxy)-phenyl)pyrimidin-5-yl)-3-(piperidin-3-yl)urea